7-((oxetan-3-ylamino)methyl)-3,4-dihydroisoQuinoline O1CC(C1)NCC1=CC=C2CCN=CC2=C1